3β,5a-dihydroxy-7β,19-epoxy-cholestan-6-one O[C@@H]1C[C@@]2(C([C@H]3[C@H]4[C@@H]5CC[C@H]([C@@H](CCCC(C)C)C)[C@]5(CC[C@@H]4[C@]2(CC1)CO3)C)=O)O